C(C1=CC=CC=C1)OC[C@@H]1CN(CCC1)C1=NC(=NC=C1)N (S)-4-(3-((Benzyloxy)methyl)piperidin-1-yl)pyrimidin-2-amine